6-(6-(benzyloxy)pyridin-2-yl)-3-azabicyclo[4.1.0]heptane C(C1=CC=CC=C1)OC1=CC=CC(=N1)C12CCNCC2C1